2-{(S)-1-[4-(4,4-difluoro-piperidin-1-ylmethyl)-phenyl]-ethylamino}-8-(2-hydroxy-2-methyl-propyl)-8H-pyrido[2,3-d]Pyrimidin-7-one FC1(CCN(CC1)CC1=CC=C(C=C1)[C@H](C)NC=1N=CC2=C(N1)N(C(C=C2)=O)CC(C)(C)O)F